COC1=C(C=C2C(=NC=NC2=C1)C=1C(=NN(C1)C)C1=CC=CC=C1)N1CC2(COC2)C1 6-(7-methoxy-4-(1-methyl-3-phenyl-1H-pyrazol-4-yl)quinazolin-6-yl)-2-oxa-6-azaspiro[3.3]heptane